O[C@@H](CC(=O)O)C(=O)OC (S)-3-HYDROXY-4-METHOXY-4-OXOBUTANOIC ACID